FC1=CC=C(C=C1)NC(C1=C(C=CC(=C1)[N+](=O)[O-])OC(F)(F)F)=O N-(4-fluorophenyl)-5-nitro-2-(trifluoromethoxy)benzamide